2'-chloro-6-fluoro-5'-(1-hydroxy-2-(isopropylamino)-1-phenylethyl)-5-(2-methoxyethoxy)-[1,1'-biphenyl]-2-carboxamide ClC1=C(C=C(C=C1)C(CNC(C)C)(C1=CC=CC=C1)O)C=1C(=CC=C(C1F)OCCOC)C(=O)N